O.O.O.C(C)(=O)CC(C)=O.[Ce+3] Cerium (III) Acetylacetone Trihydrate